C(C1=CC=CC=C1)OC1=C(C=O)C(=CC(=C1)Br)O 2-(benzyloxy)-4-bromo-6-hydroxybenzaldehyde